FC1(CCC(CC1)NC1C(CCCC1)N(C=1C=C2CN(C(C2=CC1)=O)C1C(NC(CC1)=O)=O)C)F 3-(5-((2-((4,4-difluorocyclohexyl)amino)cyclohexyl)(methyl)amino)-1-oxoisoindolin-2-yl)piperidine-2,6-dione